CN(C)C(=O)N1C=CC=N1 N,N-dimethyl-1H-pyrazole-1-carboxamide